C(C1=CC=CC=C1)N1C2=NC=NC(=C2N=C1C1=C(C=C(OCCN2C[C@@H](N(CC2)C(=O)OC(C)(C)C)CC#N)C=C1)Cl)OC1(CC1)C tert-butyl (S)-4-(2-(4-(9-benzyl-6-(1-methylcyclopropoxy)-9H-purin-8-yl)-3-chlorophenoxy)ethyl)-2-(cyanomethyl)piperazine-1-carboxylate